C(C1=CC=CC=C1)C1=C(C(=NN1C)C=O)C(=O)OCC Ethyl 5-benzyl-3-formyl-1-methyl-1H-pyrazole-4-carboxylate